6-chloro-N-methoxy-N-methyl-pyridazine-3-carboxamide ClC1=CC=C(N=N1)C(=O)N(C)OC